C1=CC(=C(C2=C1NC=C2OP(=O)([O-])[O-])Cl)Br.[Na+].[Na+] 5-bromo-4-chloro-3-indoxyl phosphate disodium salt